3-AMINO-2-(TRIFLUOROMETHYL)ISONICOTINALDEHYDE NC1=C(C=O)C=CN=C1C(F)(F)F